FC1=C(C=C(C=C1)N1N=CC2=CC(=CC=C12)N1CCN(CC1)S(=O)(=O)C)O fluoro-5-(5-(4-(methylsulfonyl)piperazin-1-yl)-1H-indazol-1-yl)phenol